BrC1=CC=C(S1)[C@H](C(=O)N1CCN(CC1)C=1C2=C(N=CN1)[C@@H](C[C@H]2C)O)CNC(C)C (S)-2-(5-bromothiophen-2-yl)-1-(4-((5R,7R)-7-hydroxy-5-methyl-6,7-dihydro-5H-cyclopenta[d]pyrimidin-4-yl)piperazin-1-yl)-3-(isopropylamino)propan-1-one